4-(1'-(3-((3-fluoro-4-(tetradecyloxy)phenyl)sulfonyl)-6-(methylsulfinyl)quinolin-4-yl)-[1,4'-bipiperidin]-4-yl)thiomorpholine FC=1C=C(C=CC1OCCCCCCCCCCCCCC)S(=O)(=O)C=1C=NC2=CC=C(C=C2C1N1CCC(CC1)N1CCC(CC1)N1CCSCC1)S(=O)C